C(#N)N1CCC(CC1)N1N=NC(=C1C)C=1C=C(C=2N(C1)N=CC2C#N)O[C@H](C)C2=NN(C=C2)C 6-[1-(1-Cyano-4-piperidyl)-5-methyl-triazol-4-yl]-4-[(1R)-1-(1-methylpyrazol-3-yl)ethoxy]pyrazolo[1,5-a]pyridine-3-carbonitrile